BrC=1C=CC=C2C=CN=C(C12)N[C@H]1CN(CCC1)C(=O)OC(C)(C)C tert-butyl (3R)-3-[(8-bromo-1-isoquinolyl)amino]piperidine-1-carboxylate